FC=1C(=C(C=CC1)S(=O)(=O)NC1=CC(=CC=C1)C=1N=CSC1)C 3-fluoro-2-methyl-N-(3-(thiazol-4-yl)phenyl)benzenesulfonamide